B(OF)([O-])[O-].[Na+].[Na+] sodium perfluoro borate